FC1=CC2=C(C=C3N2C(=NN(C3=O)CC(=O)OCC)C(C)(C)O)S1 Ethyl 2-(2-fluoro-5-(2-hydroxypropan-2-yl)-8-oxothieno[2',3':4,5]pyrrolo[1,2-d][1,2,4]triazin-7(8H)-yl)acetate